2-thiopheneethanethiol S1C(=CC=C1)CCS